C(C)(=O)OCCNC(=O)C(CC(=O)O)N 3-{[2-(Acetyloxy)ethyl]carbamoyl}-3-aminopropionic acid